N-(2-hydroxypropyl)-4-(5-methyl-2-(6-methylpyridin-2-yl)-6,7-dihydropteridin-8(5H)-yl)nicotinamide OC(CNC(C1=CN=CC=C1N1CCN(C=2C=NC(=NC12)C1=NC(=CC=C1)C)C)=O)C